(3aR,5s,6aS)-N-(6-(1,4-dimethyl-1H-pyrazol-5-yl)pyridazin-3-yl)-2-(2,2-dimethyltetrahydro-2H-pyran-4-yl)octahydrocyclopenta[c]pyrrol-5-amine CN1N=CC(=C1C1=CC=C(N=N1)NC1C[C@@H]2[C@@H](CN(C2)C2CC(OCC2)(C)C)C1)C